N(N)NNC(=O)NN hydrazinocarbazide